FC=1C(=C(C(=C(C1C(=O)O)C(=O)O)C(C)(C)C1=C(C(C(=O)O)=C(C(=C1F)F)F)C(=O)O)F)F 3,3'-hexafluoroisopropylidenediphthalic acid